(2-(2-((2-methylallyl)oxy)propoxy)propoxy)benzene CC(COC(COC(COC1=CC=CC=C1)C)C)=C